O1CC1 1-oxacyclopropane